S(=O)(=O)=C1NN=NC=C1 sulfonyl-triazine